2-(2,5-dimethylpyrrol-1-yl)-5-(5-iodopyrazol-1-yl)-1,3,4-thiadiazole CC=1N(C(=CC1)C)C=1SC(=NN1)N1N=CC=C1I